(R)-3-((6-Bromo-3-((1-((dimethylamino)meth-yl)cyclopropyl)methoxy)-5-fluoro-7,9-dihydrofuro-[3,4-f]quinazolin-1-yl)-amino)-1-methylpiperidin-2-one BrC=1C2=C(C=3C(=NC(=NC3C1F)OCC1(CC1)CN(C)C)N[C@H]1C(N(CCC1)C)=O)COC2